FC=1C(=CC2=C(N(C(N2C)=O)COCC[Si](C)(C)C)C1)C1C(CN(CC1)C(=O)OC(C)(C)C)O tert-butyl 4-[6-fluoro-3-methyl-2-oxo-1-(2-trimethylsilylethoxymethyl)benzimidazol-5-yl]-3-hydroxy-piperidine-1-carboxylate